CC=1C(=C(C=CC1)C1CCN(CC1)C(=O)OC(C)(C)C)C1=NC=CC=C1 tert-butyl 4-(3-methyl-2-(pyridin-2-yl)phenyl)piperidine-1-carboxylate